FC(C)(C)C1=NC(=CC(=N1)NC1=CC(=NC=C1C1=NC=NC(=C1)OC)NC(C)=O)C N-(4-((2-(2-fluoroprop-2-yl)-6-methylpyrimidin-4-yl)amino)-5-(6-methoxypyrimidin-4-yl)pyridin-2-yl)acetamide